NC1=CC(=C(C(=N1)C1=C(C=C2C(=NC(=NC2=C1F)OC1=C2CCN(CC2=CC=C1)C)N1C(CN(CC1)C(C=C)=O)C)Cl)C(F)(F)F)C 1-(4-(7-(6-amino-4-methyl-3-(trifluoromethyl)pyridin-2-yl)-6-chloro-8-fluoro-2-((2-methyl-1,2,3,4-tetrahydroisoquinolin-5-yl)oxy)quinazolin-4-yl)-3-methylpiperazin-1-yl)prop-2-en-1-one